6-(4-(1-(4-fluorophenyl)-5-hydroxy-1H-pyrazol-3-yl)phenyl)-4,5-dihydropyridazin-3(2H)-one FC1=CC=C(C=C1)N1N=C(C=C1O)C1=CC=C(C=C1)C=1CCC(NN1)=O